NCC(=O)N1[C@@H](CCC1)C(C(=O)NCC1=CN=CO1)O 2-((S)-1-glycylpyrrolidin-2-yl)-2-hydroxy-N-(oxazol-5-ylmethyl)acetamide